Ditertbutyl peroxide C(C)(C)(C)OOC(C)(C)C